(S)-1-(N,O-dimethyl-N-(2-oxo-4-(o-tolyl)-2H-chromen-7-yl)-L-seryl)piperidine-3-carboxylic acid CN([C@@H](COC)C(=O)N1C[C@H](CCC1)C(=O)O)C1=CC=C2C(=CC(OC2=C1)=O)C1=C(C=CC=C1)C